6-hydroxy-3-cyclohexene-1-carboxylic acid OC1CC=CCC1C(=O)O